hydraziniumaldehyde [NH+](N)=O